CC1=C(C=CC2=C(C=CC=C12)B1OC(C(O1)(C)C)(C)C)S(=O)(=O)N methyl-5-(4,4,5,5-tetramethyl-1,3,2-dioxaborolan-2-yl)naphthalene-2-sulfonamide